trimethylsilane borate B(O)(O)O.C[SiH](C)C